Cl.C12CC(CC(CC1)N2)S(=O)(=O)N 8-azabicyclo[3.2.1]octane-3-sulfonamide hydrochloride